6-(1,2-benzoxazol-5-yl)-5-[4-[(3S)-1-(3-fluoropropyl)pyrrolidin-3-yl]oxyphenyl]-8,9-dihydro-7H-benzo[7]annulen-2-ol O1N=CC2=C1C=CC(=C2)C2=C(C1=C(CCC2)C=C(C=C1)O)C1=CC=C(C=C1)O[C@@H]1CN(CC1)CCCF